15-iodo-1-phenyl-2,5,8,11-tetraoxapentadecane ICCCCOCCOCCOCCOCC1=CC=CC=C1